COCCN(CCC(C=CC=C)=C)CCOC 1-di-(methoxyethyl)amino-3-methylenehept-4,6-diene